[2-[2-oxo-3-[3-oxo-4-(2-trimethylsilylethoxymethyl)pyrazino[2,3-b][1,4]oxazin-6-yl]oxazolidin-5-yl]ethyl]carbamate O=C1OC(CN1C1=NC2=C(OCC(N2COCC[Si](C)(C)C)=O)N=C1)CCNC([O-])=O